O=C1NC2=C(OC13CNC(C3)C(=O)N)C=CC=C2 3-oxo-3,4-dihydrospiro[benzo[b][1,4]oxazine-2,3'-pyrrolidine]-5'-carboxamide